ethyl 2-(2-((7-(5-(((tert-butylsulfinyl)imino)methyl)thiophen-3-yl)benzofuran-5-yl)methoxy)phenyl)acetate C(C)(C)(C)S(=O)N=CC1=CC(=CS1)C1=CC(=CC=2C=COC21)COC2=C(C=CC=C2)CC(=O)OCC